alpha-glucosamine O[C@@H]1[C@H](N)[C@@H](O)[C@H](O)[C@H](O1)CO